3-amino-N-[3-[[2-chloro-4-[[5-[1-(cyanomethyl)-3-(trifluoromethyl)pyrazol-4-yl]-1-methyl-imidazole-2-carbonyl]amino]benzoyl]amino]cyclobutyl]piperidine-1-carboxamide NC1CN(CCC1)C(=O)NC1CC(C1)NC(C1=C(C=C(C=C1)NC(=O)C=1N(C(=CN1)C=1C(=NN(C1)CC#N)C(F)(F)F)C)Cl)=O